(S)-1-(2-cyclopropyl-4'-fluoro-[1,1'-biphenyl]-4-yl)-2-hydroxy-propan-1-one C1(CC1)C1=C(C=CC(=C1)C([C@H](C)O)=O)C1=CC=C(C=C1)F